ClC=1C(=CC(=NC1)C#N)C=1NC2=CC(=C(C(=C2C(C1)=O)F)N1CCC(CC1)C(=O)N(C)C)F 1-(2-(5-chloro-2-cyanopyridin-4-yl)-5,7-difluoro-4-oxo-1,4-dihydroquinolin-6-yl)-N,N-dimethylpiperidine-4-carboxamide